1-Ethyl 3-methyl 2-(3-bromopropyl)-2-(3,4-dimethoxyphenyl)malonate BrCCCC(C(=O)OCC)(C(=O)OC)C1=CC(=C(C=C1)OC)OC